Methyl (S)-2-methoxy-4-nitro-5-((oxetan-2-ylmethyl)amino)benzoate Methyl-5-fluoro-2-methoxy-4-nitrobenzoate COC(C1=C(C=C(C(=C1)F)[N+](=O)[O-])OC)=O.COC1=C(C(=O)OC)C=C(C(=C1)[N+](=O)[O-])NC[C@H]1OCC1